FC(C1=NN=C(S1)N1N=CC2=C(C=C(C=C12)S(=O)(=O)NC1(CC1)C#N)N1CCN(CC1)C=1N=NC=CC1)F 1-[({1-[5-(difluoromethyl)(1,3,4-thiadiazol-2-yl)]-4-(4-pyridazin-3-ylpiperazinyl)-1H-indazol-6-yl}sulfonyl)amino]cyclopropanecarbonitrile